COC=1C2=C(N=C(N1)NC1CCC3(CCO3)CC1)NC=C2C=2C=CC=1N(C2)C(=NN1)C 4-methoxy-5-(3-methyl-[1,2,4]triazolo[4,3-a]pyridin-6-yl)-N-((4s,7s)-1-oxaspiro[3.5]nonan-7-yl)-7H-pyrrolo[2,3-d]pyrimidin-2-amine